4-chloro-2-(difluoromethyl)pyrazolo[1,5-a]pyrazine ClC=1C=2N(C=CN1)N=C(C2)C(F)F